(rac)-trans-3-amino-1-(N-((R)-1-aminopropan-2-yl)sulfamoyl)-4-(3-boronopropyl)pyrrolidine-3-carboxylic acid N[C@@]1(CN(C[C@H]1CCCB(O)O)S(N[C@@H](CN)C)(=O)=O)C(=O)O |r|